2-(2-(4-(2-(7-(2-(1H-Imidazol-1-yl)ethoxy)-6-methoxy-3,4-dihydroisoquinolin-2(1H)-yl)ethyl)phenyl)-2H-tetrazol-5-yl)-4,5-dimethoxyaniline N1(C=NC=C1)CCOC1=C(C=C2CCN(CC2=C1)CCC1=CC=C(C=C1)N1N=C(N=N1)C1=C(N)C=C(C(=C1)OC)OC)OC